NC1=CC(=NC=C1)S(=O)(=O)N(C(OC(C)(C)C)=O)C(C)(C)C tert-butyl ((4-aminopyridin-2-yl)sulfonyl)(tert-butyl)carbamate